C(CCP(O)(=O)O)P(O)(=O)O propanediphosphonic acid